(5-methyl-6-(2,7-diazaspiro[3.5]nonan-2-yl)pyridin-3-ylmethyl)imidazo[2,1-f][1,2,4]triazin-4-amine CC=1C=C(C=NC1N1CC2(C1)CCNCC2)CC2=NN1C(C(=N2)N)=NC=C1